3H-purin-6(9H)-one N1=CNC=2NC=NC2C1=O